o-chlorophenyl-sodium hydroxymethanesulfonate OCS(=O)(=O)O.ClC1=C(C=CC=C1)[Na]